FC1=C(C(=O)N2CCN(CC2)C(CN2CCC(CC2)OC2CCN(CC2)C(=O)OC(C)(C)C)=O)C=C(C=C1)CC1=NNC(C2=CC=CC=C12)=O tert-butyl 4-((1-(2-(4-(2-fluoro-5-((4-oxo-3,4-dihydrophthalazin-1-yl)methyl)benzoyl)piperazin-1-yl)-2-oxoethyl)piperidin-4-yl)oxy)piperidine-1-carboxylate